CN1CC(C1)(C)C(O)(C1=CC=C(C=C1)OC(F)(F)F)C1=CC=C(C=C1)C1=NC(=NO1)CCN1N=C(C=C1)C (1,3-Dimethyl-azetidin-3-yl)-(4-{3-[2-(3-methyl-pyrazol-1-yl)-ethyl]-[1,2,4]oxadiazol-5-yl}-phenyl)-(4-trifluoromethoxy-phenyl)-methanol